4-((3,3-dimethyltetrahydro-2H-pyran-4-ylamino)pyrido[3,4-d]pyridazin-1-yl)phenol CC1(COCCC1NC=1N=NC(=C2C1C=NC=C2)C2=CC=C(C=C2)O)C